4-(7-hydroxynaphthalene-1-yl)piperazine OC1=CC=C2C=CC=C(C2=C1)N1CCNCC1